C1(CC1)C1=CC(=C(C=C1)NC1=CC(=NC=C1C(=O)NOCC)NC1=NN(C=C1)C)N(S(=O)(=O)C)C 4-((4-cyclopropyl-2-(N-methyl-methanesulfonamido)-phenyl)amino)-N-ethoxy-6-((1-methyl-1H-pyrazol-3-yl)-amino)nicotinamide